F[C@@H]1CN(CC1)C(=O)NC(C(=O)O)CCN(CCCCC1=NC=2NCCCC2C=C1)CCOC 2-[[(3S)-3-fluoropyrrolidine-1-carbonyl]amino]-4-[2-methoxyethyl-[4-(5,6,7,8-tetrahydro-1,8-naphthyridin-2-yl)butyl]amino]butanoic acid